1,1'-Butan-1,4-diylbis(1H-pyrrol-2,5-dion) C(CCCN1C(C=CC1=O)=O)N1C(C=CC1=O)=O